5-(5-((1R,4R,7R)-7-amino-2-azabicyclo[2.2.1]heptane-2-carbonyl)-7-fluoro-1-methyl-1H-benzo[d]imidazol-2-yl)-9-chloro-3-ethyl-1H-pyrrolo[1,2,3-de]quinoxalin-2(3H)-one N[C@H]1[C@@H]2N(C[C@H]1CC2)C(=O)C2=CC1=C(N(C(=N1)C1=CC=3C=4N1C(C(NC4C(=CC3)Cl)=O)CC)C)C(=C2)F